N-(2-aminoethyl)-N-[3-[(carboxymethyl)amino]propyl]-glycine NCCN(CC(=O)O)CCCNCC(=O)O